COC(CCC(C(OC)CC(C)(OC)OC)COC)OC 2-dimethoxypropyl-1,3-dimethoxypropyl-dimethoxypropane